4-(5-(bromomethyl)-1-phenyl-1H-pyrazol-3-yl)benzonitrile BrCC1=CC(=NN1C1=CC=CC=C1)C1=CC=C(C#N)C=C1